C=1(C(=CC=C2C3=CC=CC=C3CC12)C=CC(=O)O)C=CC(=O)O.C1(=CC=CC=C1O)C.C1(=CC=CC=C1O)C biscresol fluorenediacrylate